2-(3-(4-((1H-pyrazol-4-yl)amino)-6-ethoxy-7-fluoroquinazolin-2-yl)phenoxy)-N-(tert-butyl)acetamide bis-trifluoroacetic acid salt FC(C(=O)O)(F)F.FC(C(=O)O)(F)F.N1N=CC(=C1)NC1=NC(=NC2=CC(=C(C=C12)OCC)F)C=1C=C(OCC(=O)NC(C)(C)C)C=CC1